4-chloro-2-((4-chlorophenylimino)meth-yl)-6-hydroxyphenyl-isobutyrate ClC1=CC(=C(C(=C1)O)OC(C(C)C)=O)C=NC1=CC=C(C=C1)Cl